[5-(4,4,5,5-Tetramethyl-1,3,2-dioxaborolan-2-yl)-1-benzofuran-7-yl]methanol CC1(OB(OC1(C)C)C=1C=C(C2=C(C=CO2)C1)CO)C